O1C(OCC1)CBr ((1,3-dioxolan-2-yl)methyl) bromide